ClC1=CC=C(OCC(=O)N(CC=2SC=CC2)C2=NC=CC=C2)C=C1 2-(4-chlorophenoxy)-N-(pyridin-2-yl)-N-(thiophen-2-ylmethyl)acetamide